3-(4-Fluoro-1H-indazol-5-yl)-6-(4-fluoro-3-pentafluorosulfanyl-phenyl)-2-isopropyl-imidazo[1,2-a]pyrazine FC1=C2C=NNC2=CC=C1C1=C(N=C2N1C=C(N=C2)C2=CC(=C(C=C2)F)S(F)(F)(F)(F)F)C(C)C